5-hydroxy-2-(4-methoxyphenyl)-3-phenylpentanenitrile OCCC(C(C#N)C1=CC=C(C=C1)OC)C1=CC=CC=C1